C1N(CC12CNC2)C2=NC=CC(=N2)COC2=CC=C(C=C2)C(C)(C)C2=CC=C(OC1CC(C1)NC=1C=C3C(N(C(C3=CC1)=O)C1C(NC(CC1)=O)=O)=O)C=C2 5-(((1r,3r)-3-(4-(2-(4-((2-(2,6-diazaspiro[3.3]heptan-2-yl)pyrimidin-4-yl)methoxy)phenyl)propan-2-yl)phenoxy)cyclobutyl)amino)-2-(2,6-dioxopiperidin-3-yl)isoindolin-1,3-dione